ClC1=CC=C(C(=N1)C(=O)O)N[C@H](C)C1=C2N=C(C(=NC2=CC(=C1)C)C#N)N1CC(C1)(F)F (R)-6-chloro-3-((1-(2-cyano-3-(3,3-difluoroazetidin-1-yl)-7-methylquinoxalin-5-yl)ethyl)amino)picolinic acid